((5R,6S)-2,2-difluoro-6-methyl-5-(((5-(trifluoromethyl)pyridin-2-yl)amino)methyl)morpholino)(6-methyl-3-(pyrimidin-2-yl)pyridin-2-yl)methanone FC1(O[C@H]([C@H](N(C1)C(=O)C1=NC(=CC=C1C1=NC=CC=N1)C)CNC1=NC=C(C=C1)C(F)(F)F)C)F